OCC1=C(C(=NN1CC(=O)OC)C)I methyl 2-[5-(hydroxymethyl)-4-iodo-3-methyl-pyrazol-1-yl]acetate